Ethyl (E)-3-(5-(3-cyanophenoxy)-1-tosyl-1H-indol-4-yl)acrylate C(#N)C=1C=C(OC=2C(=C3C=CN(C3=CC2)S(=O)(=O)C2=CC=C(C)C=C2)/C=C/C(=O)OCC)C=CC1